C(C=C)C1=CC(=C(C=C1)Cl)C(F)(F)F 4-allyl-1-chloro-2-(trifluoromethyl)benzene